6-methoxy-1-benzofuran-2-carbaldehyde COC1=CC2=C(C=C(O2)C=O)C=C1